NC1=NC=CC=C1OC1C2C3=C(C1CC2)C=C(C=C3)OC=3C(=NC=CC3)N 3,6-bis(2-amino-3-pyridyloxy)benzonorbornene